(3-(2-(cyclopropanecarboxamido)-8,9-dihydroimidazo[1',2':1,6]pyrido[2,3-d]pyrimidin-6-yl)-4-methylphenyl)-4-(trifluoromethyl)picolinamide C1(CC1)C(=O)NC=1N=CC2=C(N1)N1C(C(=C2)C=2C=C(C=CC2C)C=2C(=NC=CC2C(F)(F)F)C(=O)N)=NCC1